3,3-bis(4'-hydroxy-3'-methyl-phenyl)butanoic acid OC1=C(C=C(C=C1)C(CC(=O)O)(C)C1=CC(=C(C=C1)O)C)C